NC1=NC=C(C2=C1C(=C(N2C)I)C2=CC(=C(C(=O)NCC(F)(F)F)C=C2)OC)Br 4-(4-amino-7-bromo-2-iodo-1-methylpyrrolo[3,2-c]pyridin-3-yl)-2-methoxy-N-(2,2,2-trifluoroethyl)benzamide